3-propylidene-2-benzofuran-1(3h)-one C(CC)=C1OC(C2=C1C=CC=C2)=O